distearoyl-Ethanolamine C(CCCCCCCCCCCCCCCCC)(=O)N(CCO)C(CCCCCCCCCCCCCCCCC)=O